ethyl 2,4-dioxo-3-phenyl-1,2,3,4-tetrahydropyrimidine-5-carboxylate O=C1NC=C(C(N1C1=CC=CC=C1)=O)C(=O)OCC